4-(9-methyl-8,9,10,11-tetrahydro-3H-pyrrolo[3,2-a]phenanthridin-7-yl)phenol CC1CC=2C(=NC3=CC=C4C(=C3C2CC1)C=CN4)C4=CC=C(C=C4)O